O=C1NC(CCC1N1C(N(C2=C1C=CC(=C2)CCN2CCN(CC2)CCCN2CCC(CC2)NC(OC(C)(C)C)=O)C)=O)=O tert-butyl N-[1-[3-[4-[2-[1-(2,6-dioxo-3-piperidyl)-3-methyl-2-oxo-benzimidazol-5-yl] ethyl]piperazin-1-yl]propyl]-4-piperidyl]carbamate